5-(trifluoromethyl)pyrazolo[1,5-a]pyridin-2-amine FC(C1=CC=2N(C=C1)N=C(C2)N)(F)F